C(C)N(C(C(=O)OCC(F)(F)F)=O)CC1=NC=C(C=C1)C(F)(F)F 2,2,2-trifluoroethyl 2-[ethyl-[[5-(trifluoromethyl)-2-pyridyl]methyl]amino]-2-oxo-acetate